C1(CC1)N1N=C(C=C1)C(=O)N cyclopropyl-1H-pyrazole-3-carboxamide